alpha-(methoxymethylene)cyanoacetamide tert-butyl-3-(5-(2-((5-(trifluoromethyl)oxazolo[5,4-b]pyridin-2-yl)thio)acetyl)thiophen-2-yl)pyrrolidine-1-carboxylate C(C)(C)(C)OC(=O)N1CC(CC1)C=1SC(=CC1)C(CSC=1OC2=NC(=CC=C2N1)C(F)(F)F)=O.COC=C(C(=O)N)C#N